C1(=CC=CC=C1)C1=NC(=NC(=N1)C1=CC(=CC=C1)C1(C2=CC=CC=C2C=2C=CC=CC12)C1=CC=CC=C1)C=1C=C(C=CC1)C1=CC(=CC=C1)C#N 3'-(4-phenyl-6-(3-(9-phenyl-9H-fluoren-9-yl)phenyl)-1,3,5-triazin-2-yl)-[1,1'-biphenyl]-3-carbonitrile